C(C)(C)(C)OC(N[C@@H]1C(N(C2=C(OC1)C=CC(=C2)OCC=2OC(=NN2)C)C)=O)=O (S)-(5-methyl-7-((5-methyl-1,3,4-oxadiazol-2-yl)methoxy)-4-oxo-2,3,4,5-tetrahydrobenzo[b][1,4]oxazepin-3-yl)carbamic acid tert-butyl ester